C(#N)C=1C=CC(=C(C1)C1=CC(=NC=C1C(=O)NC=1SC2=C(N1)CN(C2)C(C2=CC(=C(C=C2)C(F)F)F)=O)C)OC 4-(5-cyano-2-methoxyphenyl)-N-(5-(4-(difluoromethyl)-3-fluorobenzoyl)-5,6-dihydro-4H-pyrrolo[3,4-d]thiazol-2-yl)-6-methylnicotinamide